1,3-di-t-butoxycarbonyl-2-(trifluoromethylsulfonyl)guanidine C(C)(C)(C)OC(=O)NC(=NS(=O)(=O)C(F)(F)F)NC(=O)OC(C)(C)C